OCC=1C(=C(C(=CC1)C(C)(C)C)O)C(C)(C)C hydroxymethyl-2,6-di-tert-butylphenol